N(=C=O)[13CH]([13CH3])[13CH3] 2-isocyanatopropane-13C3